1,3-bis(4-aminophenoxy)propane methyl-(E)-3-[5-(cyclopropanecarbonyl)thiophen-2-yl]acrylate COC(\C=C\C=1SC(=CC1)C(=O)C1CC1)=O.NC1=CC=C(OCCCOC2=CC=C(C=C2)N)C=C1